N-tert-butyl-2-(3-{5-chloro-2-[(oxan-4-yl)amino]pyrimidin-4-yl}-5-oxo-5H,6H,7H-pyrrolo[3,4-b]pyridin-6-yl)-N-methylacetamide C(C)(C)(C)N(C(CN1CC2=NC=C(C=C2C1=O)C1=NC(=NC=C1Cl)NC1CCOCC1)=O)C